C(C1=CC=CC=C1)OC=1C=C(C=C(C1OCC1=CC=CC=C1)OCC1=CC=CC=C1)C1OC2=CC=CC=C2C=C1 2-(3,4,5-tris(benzyloxy)phenyl)-2H-chromene